FC(F)(F)SC1=CC=CC=C1 phenyl (trifluoromethyl) sulfide